N-[(1S)-2-amino-1-methyl-2-oxo-ethyl]-N-methyl-carbamic acid tert-butyl ester C(C)(C)(C)OC(N(C)[C@H](C(=O)N)C)=O